[Cl-].[Zn+2].CC1=CC=C(C=C1)C=1C2=CC=C(N2)C(=C2C=CC(C(=C3C=CC(=C(C=4C=CC1N4)C4=CC=C(C=C4)C)N3)C3=CC=C(C=C3)C)=N2)C2=CC=C(C=C2)C.[Cl-] 5,10,15,20-tetra(4-methylphenyl)-21H,23H-porphine zinc chloride